C(C)C1=C(C(=NC=C1)C(F)(F)F)CO [4-Ethyl-2-(trifluoromethyl)pyridine-3-yl]methanol